bis[4-(4-aminophenoxy)phenyl]phenylsulfone NC1=CC=C(OC2=CC=C(C=C2)C=2C(=C(C=CC2)S(=O)(=O)C2=C(C(=CC=C2)C2=CC=C(C=C2)OC2=CC=C(C=C2)N)C2=CC=C(C=C2)OC2=CC=C(C=C2)N)C2=CC=C(C=C2)OC2=CC=C(C=C2)N)C=C1